[Si](C1=CC=CC=C1)(C1=CC=CC=C1)(C(C)(C)C)OC1CC(N(C1)C(=O)[O-])C(=O)[O-] 4-((tert-butyldiphenylsilyl)oxy)pyrrolidine-1,2-dicarboxylate